4-BROMO-2-CHLORO-5-METHOXYBENZONITRILE BrC1=CC(=C(C#N)C=C1OC)Cl